urethane NC(=O)OCC